3-(4-chlorophenyl)-5-methyl-rhodanin ClC1=CC=C(C=C1)N1C(SC(C1=O)C)=S